tert-butyl-dimethyl-[1-methyl-3-[5-tributylstannyl-4-(trifluoromethyl)thiazol-2-yl]cyclobutoxy]silane C(C)(C)(C)[Si](OC1(CC(C1)C=1SC(=C(N1)C(F)(F)F)[Sn](CCCC)(CCCC)CCCC)C)(C)C